3-(4-oxo-9-(((trifluoromethyl)sulfonyl)oxy)-2,3-dihydro-4H-1-thia-3a,5,8-triazaphenalen-6-yl)-3,8-diazabicyclo[3.2.1]octane-8-carboxylate O=C1N2CCSC=3C(=NC=C(C(=N1)N1CC4CCC(C1)N4C(=O)[O-])C32)OS(=O)(=O)C(F)(F)F